methyl 2-(2-{2-[3-(1-acetylazepan-4-yl)-5'-fluoro-1'-methyl-[4,6'-biindazol]-1-yl] acetamido}acetamido)acetate C(C)(=O)N1CCC(CCC1)C1=NN(C=2C=CC=C(C12)C1=C(C=C2C=NN(C2=C1)C)F)CC(=O)NCC(=O)NCC(=O)OC